(4,4-dimethyl-pyrrolidin-2-yl)methanone hydrochloride Cl.CC1(CC(NC1)C=O)C